phenylpropionyldiketone C1(=CC=CC=C1)C(C(=O)C(CC)=O)=O